CN1N=C(C(=C1)C(=O)OCC)C(F)(F)F ethyl 1-methyl-3-(trifluoromethyl)-1H-pyrazole-4-carboxylate